FC(NC(=O)C1=NC=CC=C1)(F)F N-trifluoromethylpyridineformamide